FC(C1=CC=C2C(=N1)C=NN2COCC[Si](C)(C)C)(F)F 5-(trifluoromethyl)-1-((2-(trimethylsilyl)ethoxy)methyl)-1H-pyrazolo[4,3-b]Pyridine